(S)-6-(cyclopropanecarboxamido)-4-((2,5-dimethyl-4-(methyl-d3)-4,5-dihydro-[1,2,4]triazolo[1,5-a]quinoxalin-6-yl)amino)-N-(methyl-d3)pyridazine-3-carboxamide C1(CC1)C(=O)NC1=CC(=C(N=N1)C(=O)NC([2H])([2H])[2H])NC1=C2N([C@H](C=3N(C2=CC=C1)N=C(N3)C)C([2H])([2H])[2H])C